COC(C1=C(C=C(C=C1)C=1C=C2C(=NC1)NC=C2CC)P(=O)(C)C)=O 2-(Dimethylphosphoryl)-4-(3-ethyl-1H-pyrrolo[2,3-b]pyridin-5-yl)benzoic acid methyl ester